FC1(CC(C1)C(=O)N1C[C@H]([C@H](C1)F)NC(C1=CC=CC=C1)=O)F N-[(3R,4S)-1-(3,3-difluorocyclobutanecarbonyl)-4-fluoropyrrolidin-3-yl]benzamide